OC=1C=C(C=CC1OC)/C=C/C(=O)C=1C(=C2C=CC(OC2=CC1OC)(C)C)O (E)-3-(3-hydroxy-4-methoxyphenyl)-1-(5-hydroxy-7-methoxy-2,2-dimethyl-2H-chromen-6-yl)prop-2-en-1-one